4-(3-(Trifluoromethoxy)phenyl)-2,3-dihydro-1H-pyrrole-1-carboxylic acid tert-butyl ester C(C)(C)(C)OC(=O)N1CCC(=C1)C1=CC(=CC=C1)OC(F)(F)F